CC1CCN1C(=O)[O-] 4-methylazetidine-1-carboxylate